N-(9-fluorenylmethoxycarbonyl)-O-tert-butyl-L-alanine C1=CC=CC=2C3=CC=CC=C3C(C12)COC(=O)N[C@@H](C)C(=O)OC(C)(C)C